C1=CSC2=CC3=C(C=C21)C4=C(S3)C=C5C(=C4)C=CS5 thieno[3,2-f:4,5-f]bis[1]benzothiophene